ClC1=C(OCC2OC2)C=CC=C1 2-(2-chlorophenoxy)methyl-oxirane